C(C)(C)(C)OC(=O)N(C1=CC(=NC=2N1N=CC2C(=O)O)Cl)C 7-[(tert-butoxycarbonyl)(methyl)amino]-5-chloropyrazolo[1,5-a]pyrimidine-3-carboxylic acid